O1CC(C1)C1=NC=CC=C1C1CCN(CC1)C(=O)OC(C)(C)C tert-butyl 4-(2-(oxetan-3-yl)pyridin-3-yl)piperidine-1-carboxylate